(R)-5-(4-chloro-3-fluorophenyl)-2-(4,4-difluoroazepan-1-yl)-4-methyl-N-(3-(S-methylsulfonimidoyl)phenyl)nicotinamide ClC1=C(C=C(C=C1)C=1C=NC(=C(C(=O)NC2=CC(=CC=C2)[S@@](=O)(=N)C)C1C)N1CCC(CCC1)(F)F)F